(S)-2-((tert-Butoxycarbonyl)(methyl)amino)-3-(tetrahydro-2H-pyran-4-yl)propanoic acid C(C)(C)(C)OC(=O)N([C@H](C(=O)O)CC1CCOCC1)C